CC=1C=C(C=C(C1)CC)O 3-methyl-5-ethylphenol